7-((1R,3r,5S,6r)-6-(1-(tert-butyl)-3-(trifluoromethyl)-1H-pyrazol-5-yl)bicyclo[3.1.0]hexan-3-yl)-2-thia-7-azaspiro[3.5]nonane 2,2-dioxide C(C)(C)(C)N1N=C(C=C1C1[C@H]2CC(C[C@@H]12)N1CCC2(CS(C2)(=O)=O)CC1)C(F)(F)F